(S)-N-(2-(cyano-13C)-1,3,10-trimethoxy-9-oxo-5,6,7,9-tetrahydrobenzo[a]heptalen-7-yl)acetamide [13C](#N)C=1C(=CC2=C(C3=CC=C(C(C=C3[C@H](CC2)NC(C)=O)=O)OC)C1OC)OC